8-(tert-butyl) 3-(2-(trimethylsilyl)ethyl) (1S,2S,5R)-2-((S)-1-hydroxyethyl)-3,8-diazabicyclo[3.2.1]octane-3,8-dicarboxylate O[C@@H](C)[C@@H]1[C@@H]2CC[C@H](CN1C(=O)OCC[Si](C)(C)C)N2C(=O)OC(C)(C)C